2,5-bis(4-methoxybenzoyl)furan methyl-4-(bis(2,4-dimethoxybenzyl)amino)-1-(2-bromo-6-nitrophenyl)-6-oxo-1,6-dihydropyrimidine-5-carboxylate COC(=O)C1=C(N=CN(C1=O)C1=C(C=CC=C1[N+](=O)[O-])Br)N(CC1=C(C=C(C=C1)OC)OC)CC1=C(C=C(C=C1)OC)OC.COC1=CC=C(C(=O)C=2OC(=CC2)C(C2=CC=C(C=C2)OC)=O)C=C1